tert-butyl (6-((3-((2-Chloro-5-(methylcarbamoyl)pyridin-4-yl)amino)-4-methoxy-5-(5-methoxypyrimidin-2-yl)phenylethoxy) Methyl)pyridin-2-yl)carbamate ClC1=NC=C(C(=C1)NC=1C=C(C=C(C1OC)C1=NC=C(C=N1)OC)CCOCC1=CC=CC(=N1)NC(OC(C)(C)C)=O)C(NC)=O